C(CCCCCCCCCCCCCCCCCCCCC)[S+](CCC)C n-docosyl-methyl-propyl-sulfonium